Isopropyl-4-Methylthiazol C(C)(C)C=1SC=C(N1)C